2-(7-Chloroimidazo[1,2-a]pyridine-2-carbonyl)-N-(4-(trifluoromethoxy)benzyl)hydrazine-1-carbothioamide ClC1=CC=2N(C=C1)C=C(N2)C(=O)NNC(NCC2=CC=C(C=C2)OC(F)(F)F)=S